N-methyl-N-(2,2,2-trifluoro-1-(4-fluorophenyl)ethyl)-3-(trifluoromethyl)-[1,2,4]triazolo[4,3-b]pyridazine-6-sulfonamide CN(S(=O)(=O)C=1C=CC=2N(N1)C(=NN2)C(F)(F)F)C(C(F)(F)F)C2=CC=C(C=C2)F